CS(=O)(=O)O[C@H](CNC1=NC2=CC=C(C=C2C(N1CC=1C=NN(C1)C)=O)Br)C (2S)-1-({6-bromo-3-[(1-methylpyrazol-4-yl)methyl]-4-oxoquinazolin-2-yl}amino)propan-2-yl methanesulfonate